[(7R,9aR)-7-phenyl-1,3,4,6,7,8,9,9a-octahydropyrido[1,2-a]pyrazin-2-yl]-[2-bromo-3-(methoxymethyl)phenyl]methanone C1(=CC=CC=C1)[C@H]1CC[C@H]2N(CCN(C2)C(=O)C2=C(C(=CC=C2)COC)Br)C1